ClC=1C=C2C(=CC(=NC2=CC1)C(F)(F)F)N[C@@H]1C[C@@H](CCC1)NC(=O)C=1C=NN(C1C)C1CCNCC1 N-[(1R,3S)-3-{[6-chloro-2-(trifluoromethyl)quinolin-4-yl]amino}cyclohexyl]-5-methyl-1-(piperidin-4-yl)-1H-pyrazole-4-carboxamide